4-[4-(2-Aminoethyl)phenyl]-3-[6-(2-cyanophenyl)-2-methylpyrimidin-4-yl]oxybenzonitrile NCCC1=CC=C(C=C1)C1=C(C=C(C#N)C=C1)OC1=NC(=NC(=C1)C1=C(C=CC=C1)C#N)C